C(=O)[C@@H]1CN(CC1)C(=O)OC(C)(C)C t-butyl (S)-3-formylpyrrolidine-1-carboxylate